1-(3-chlorobenzyl)-5-amino-1H-indole-3-carbonitrile ClC=1C=C(CN2C=C(C3=CC(=CC=C23)N)C#N)C=CC1